5-(6-cyclopropyl-5-((1S,2S)-2-ethylcyclopropyl)pyridazin-3-yl)pyrimidine C1(CC1)C1=C(C=C(N=N1)C=1C=NC=NC1)[C@@H]1[C@H](C1)CC